COC1=CC=C(CN(C2=CC(=C(C=N2)C(F)(F)F)C)CC2=CC=C(C=C2)OC)C=C1 6-(di(4-methoxybenzyl)amino)-4-methyl-3-(trifluoromethyl)pyridine